ClC1=NC=C(C(=N1)NCC1=CC=C(C=C1)N1N=C(C=C1C)C(F)(F)F)O 2-chloro-4-((4-(5-methyl-3-(trifluoromethyl)-1H-pyrazol-1-yl)benzyl)amino)pyrimidin-5-ol